N1=CC(=CC=C1)[C@H]1N(CCC1)CCCC(=O)NC1=CC=C(C(=O)OC)C=C1 (S)-Methyl 4-(4-(2-(pyridin-3-yl)pyrrolidin-1-yl)butanamido)benzoate